BrC=1C(=C(C=CC1)C=1OC2=C(N1)C=C(C=C2Cl)\C=N\S(=O)C(C)(C)C)C (E)-N-((2-(3-bromo-2-methylphenyl)-7-chlorobenzo[d]oxazol-5-yl)methylene)-2-methylpropan-2-sulfinamide